(2-oxaspiro[3.3]heptan-6-yl)methanol tert-butyl-6-[3-methoxy-4-[2-(2-methoxyethoxy)phenyl]-6,7-dihydro-5H-cyclopenta[c]pyridin-1-yl]-3,4-dihydro-1H-isoquinoline-2-carboxylate C(C)(C)(C)C1N(CCC2=CC(=CC=C12)C1=NC(=C(C2=C1CCC2)C2=C(C=CC=C2)OCCOC)OC)C(=O)OCC2CC1(COC1)C2